3-(cyclopropanecarbonyl)-4-hydroxy-5-ethyl-2,5-dihydro-pyrrol-2-one C1(CC1)C(=O)C=1C(NC(C1O)CC)=O